FC=1C=C(C=C(C1)OC)C1=CC=2N(C[C@H]3N(C2N=C1)CCN(C3)CCC(=O)O)S(=O)(=O)C3=CC(=CC=C3)C(F)(F)F (S)-3-(3-(3-fluoro-5-methoxyphenyl)-5-(3-(trifluoromethyl)phenylsulfonyl)-6a,7,9,10-tetrahydro-5H-pyrazino[1,2-a]pyrido[3,2-e]pyrazin-8(6H)-yl)propionic acid